3,3'-dihydroxy-2,2'-bipyridine OC=1C(=NC=CC1)C1=NC=CC=C1O